C1(CCCCC1)C1CC2(OCCO2)CC(P1C1=C(C=CC=C1C1=CC=CC=C1)C1=CC=CC=C1)C1CCCCC1 1,4-dioxa-7,9-dicyclohexyl-8-[(2,6-diphenyl)phenyl]-8-phospha-spiro[4.5]decane